CN(C)C(C(=O)OCC)=O ethyl (dimethylamino)(oxo)acetate